FC=1C=CC(=NC1)C(C)C=1N=C(C2=C(N1)OC(=C2C(=O)N)C)NC2(CC2)C [1-(5-fluoropyridin-2-yl)ethyl]-6-methyl-4-[(1-methylcyclopropyl)amino]furo[2,3-d]pyrimidine-5-carboxamide